C(C)(C)(C)OC(=O)N1[C@@H](CN([C@H](C1)C)C=1C2=C(N=CN1)N(C=C2C2=C(C=CC=C2)F)S(=O)(=O)CC2=CC=CC=C2)C (2R,5S)-4-(5-(2-fluorophenyl)-7-toluenesulfonyl-7H-pyrrolo[2,3-d]pyrimidin-4-yl)-2,5-dimethylpiperazine-1-carboxylic acid tert-butyl ester